9,9-bis[4-(2-Hydroxyethoxy)-3-methylphenyl]-3,6-diphenylfluorene OCCOC1=C(C=C(C=C1)C1(C2=CC=C(C=C2C=2C=C(C=CC12)C1=CC=CC=C1)C1=CC=CC=C1)C1=CC(=C(C=C1)OCCO)C)C